C[C@H]1CN(C[C@H](N1)C)CCNC(C1=CC(=CC(=C1)C(F)(F)F)NC(CC1=C(C=C(C=C1)C1=CNC(C=C1OCC)=O)F)=O)=O N-[2-[(3S,5R)-3,5-dimethylpiperazin-1-yl]ethyl]-3-[[2-[4-(4-ethoxy-6-oxo-1H-pyridin-3-yl)-2-fluorophenyl]acetyl]amino]-5-(trifluoromethyl)benzamide